BrC=1C(=C(OCCCN2[C@@H](CNCC2)C(F)(F)F)C=CC1)C (S)-1-(3-(3-bromo-2-methylphenoxy)propyl)-2-(trifluoromethyl)piperazine